ClC1=NC(=CC(=N1)N1C(CCCC1)(CC)CO)Cl (1-(2,6-Dichloropyrimidin-4-yl)-2-ethylpiperidin-2-yl)methanol